The molecule is a very long-chain monounsaturated fatty acid that is hexacosanoic acid having a double bond at position 17 (the Z-isomer). It has a role as a human metabolite. It is a conjugate base of a (9Z)-hexacosenoic acid. It is a conjugate acid of a (17Z)-hexacosenoate. CCCCCCCC/C=C\\CCCCCCCCCCCCCCCC(=O)O